NC=1N=C(C2=C(N1)C=CN(C2=O)C(C)C2=CC=C(C=C2)CN2CCCC2)NCCCC 2-amino-4-(butylamino)-6-(1-(4-(pyrrolidin-1-ylmethyl)phenyl)ethyl)pyrido[4,3-d]pyrimidin-5(6H)-one